6-methyl-4-oxo-1,4-dihydropyridazine-3-carboxylic acid CC1=CC(C(=NN1)C(=O)O)=O